pregna-4,6-diene CC[C@H]1CC[C@H]2[C@@H]3C=CC4=CCCC[C@]4(C)[C@H]3CC[C@]12C